ClC=1CC(CO)=CCC1 3-chloro-2,5-dihydrobenzyl alcohol